4-[1-[3-[4-[2-(2-amino-3-pyridyl)-5-phenyl-imidazo[4,5-b]pyridin-3-yl]phenyl]pyrrolidin-1-yl]ethyl]benzoic acid NC1=NC=CC=C1C1=NC=2C(=NC(=CC2)C2=CC=CC=C2)N1C1=CC=C(C=C1)C1CN(CC1)C(C)C1=CC=C(C(=O)O)C=C1